CNC(C=C)=O N-methyl-acryl-amide